N-(2-ethylhexyl)-2-(3-methoxy-4-(t-butylcarbonyloxy)-phenyl)-3,5,7-tri-(t-butylcarbonyloxy)-quinolin-4-one C(C)C(CN1C(=C(C(C2=C(C=C(C=C12)OC(=O)C(C)(C)C)OC(=O)C(C)(C)C)=O)OC(=O)C(C)(C)C)C1=CC(=C(C=C1)OC(=O)C(C)(C)C)OC)CCCC